OC(C(=O)O)CCCCC 2-Hydroxyheptanoic acid